pelargonic acid ethyl ester C(C)OC(CCCCCCCC)=O